BrC1=CC(=C(C=C1COC1OCCCC1)COC1OCCCC1)F 2-({4-bromo-2-fluoro-5-[(oxan-2-yloxy)methyl]phenyl}methoxy)oxane